dimethyl (indolo[1,2-c][1,3]benzoxazine-3,10-diylbis{1H-imidazole-5,2-diyl (2S)-pyrrolidine-2,1-diyl[(1R)-2-oxo-1-phenylethane-2,1-diyl]})biscarbamate C1=CC(=CC2=C1C=1N(CO2)C=2C=CC(=CC2C1)C1=CN=C(N1)[C@H]1N(CCC1)C([C@@H](C1=CC=CC=C1)NC(OC)=O)=O)C1=CN=C(N1)[C@H]1N(CCC1)C([C@@H](C1=CC=CC=C1)NC(OC)=O)=O